C(CCCCCN(C1=NC(=NC(=N1)N(CCCC)C1CC(NC(C1)(C)C)(C)C)N(CCCC)C1CC(NC(C1)(C)C)(C)C)C1CC(NC(C1)(C)C)(C)C)N(C1=NC(=NC(=N1)N(C1CC(NC(C1)(C)C)(C)C)CCCC)N(C1CC(NC(C1)(C)C)(C)C)CCCC)C1CC(NC(C1)(C)C)(C)C N6,N6'-hexane-1,6-diylbis[N2,N4-dibutyl-N2,N4,N6-tris(2,2,6,6-tetramethylpiperidin-4-yl)-1,3,5-triazine-2,4,6-triamine]